N-(1-(3-methoxy-4-(trifluoromethyl)benzyl)-3-methyl-1H-pyrrolo[2,3-b]pyridin-5-yl)acrylamide COC=1C=C(CN2C=C(C=3C2=NC=C(C3)NC(C=C)=O)C)C=CC1C(F)(F)F